C(C1=CC=CC=C1)N(C)C=1C(=NN2C1N=CC=C2C=2C=NNC2)C(=O)NC2=CC(=CC(=C2)OC)OC (benzyl-(methyl)amino)-N-(3,5-dimethoxyphenyl)-7-(1H-pyrazol-4-yl)pyrazolo[1,5-a]pyrimidine-2-carboxamide